(1S,4s,6R)-6-methoxy-1-methyl-2-azaspiro[3.3]heptane COC1CC2(CN[C@H]2C)C1